ethyl 1-(thieno[3,2-b]pyridin-7-yl)-5-(trifluoromethyl)-1H-pyrazole-4-carboxylate S1C=CC2=NC=CC(=C21)N2N=CC(=C2C(F)(F)F)C(=O)OCC